(7-((2S,5R)-4-(1-(3-(hydroxymethyl)quinoxalin-6-yl)ethyl)-2,5-dimethylpiperazin-1-yl)-4-methyl-5-oxo-4,5-dihydro-2H-pyrazolo[4,3-b]pyridin-2-yl)acetonitrile OCC=1C=NC2=CC=C(C=C2N1)C(C)N1C[C@@H](N(C[C@H]1C)C=1C=2C(N(C(C1)=O)C)=CN(N2)CC#N)C